lithium bis(trifluoromethanesulfonyl) sulfite S(=O)(OS(=O)(=O)C(F)(F)F)OS(=O)(=O)C(F)(F)F.[Li]